2,3-dimethyl-5,6,7,8-tetrahydronaphthalene-1-carboxylic acid CC1=C(C=2CCCCC2C=C1C)C(=O)O